5-bromo-6-(trifluoromethyl)pyridine-3-thiol BrC=1C=C(C=NC1C(F)(F)F)S